(±)-trans-2-cyano-N-(8-(diphenylmethyleneamino)-6-(6-methyl-1-(tetrahydro-2H-pyran-2-yl)-1H-indazol-5-yl)isoquinolin-3-yl)cyclopropanecarboxamide C(#N)[C@H]1[C@@H](C1)C(=O)NC=1N=CC2=C(C=C(C=C2C1)C=1C=C2C=NN(C2=CC1C)[C@@H]1OCCCC1)N=C(C1=CC=CC=C1)C1=CC=CC=C1 |&1:28|